1,2-Dimethyl-1H-imidazole-4,5-dicarbonitrile CN1C(=NC(=C1C#N)C#N)C